R-butan-2-ol C[C@H](CC)O